2-methyl-3,3,4,4,5,5,6,6,7,7,8,8,9,9,10,10,11,11,12,12,12-Heneicosafluorododecyl acrylate C(C=C)(=O)OCC(C(C(C(C(C(C(C(C(C(C(F)(F)F)(F)F)(F)F)(F)F)(F)F)(F)F)(F)F)(F)F)(F)F)(F)F)C